O[C@H]1CN(CC1)C=1N=NC(=CN1)C(=O)N 3-((R)-3-hydroxypyrrolidin-1-yl)-1,2,4-triazine-6-carboxamide